N1C=C(N=CC2=C1C=CC=C2)N 1,4-benzodiazepin-3-ylamine